benzyl (2R)-3-(4-fluorophenyl)-2-hydroxypropanoate FC1=CC=C(C=C1)C[C@H](C(=O)OCC1=CC=CC=C1)O